C(C)(C)(C)C=1C=CC=C(C1O)CC1=CC(=C(C(=C1)C(C)(C)C)O)C(C)(C)C 3-(tert-butyl)-5-(3,5-di-tert-butyl-4-hydroxybenzyl)-4-hydroxybenzene